1-(4-azido-5-bromopyridin-3-yl)-N-methylmethanimine N(=[N+]=[N-])C1=C(C=NC=C1Br)C=NC